1-octadecanoyl-2-(10Z,13Z,16Z-docosatrienoyl)-sn-glycero-3-phosphocholine CCCCCCCCCCCCCCCCCC(=O)OC[C@H](COP(=O)([O-])OCC[N+](C)(C)C)OC(=O)CCCCCCCC/C=C\C/C=C\C/C=C\CCCCC